ClC=1C=CC2=C(CCC=3C(=NC=C(C3)C3CCN(CC3)C)C2O)C1 8-chloro-3-(1-methylpiperidin-4-yl)-6,11-dihydro-5H-benzo[5,6]cyclohepta[1,2-b]pyridin-11-ol